C(#N)C1=NN(C=C1)C1=CC=C(C(=C1CNC(=O)C=1C(=NN(C1)CC=1C=C2CCN(CC2=CC1)C(C)C)COC)F)OC N-{[6-(3-cyanopyrazol-1-yl)-2-fluoro-3-methoxyphenyl]methyl}-1-[(2-isopropyl-3,4-dihydro-1H-isoquinolin-6-yl)methyl]-3-(methoxymethyl)pyrazole-4-carboxamide